1-benzyl-naphthoimidazole C(C1=CC=CC=C1)N1C=NC2=C1C1=CC=CC=C1C=C2